NC(COC1=CC=C(C(=N1)C(=O)O)F)C 6-(2-aminopropoxy)-3-fluoropicolinic acid